C(C)(C)(C)N1CCN(CCC1)C1=CC=C(C=C1)NC1=NC=C(C(=N1)NCCCN1C(CCCC1)=O)C(F)(F)F tert-butyl-4-(4-((4-((3-(2-oxopiperidin-1-yl)propyl)amino)-5-(trifluoromethyl)pyrimidin-2-yl)amino)phenyl)-1,4-diazepane